C(C)OC(C(C)C)=O.C(C(C)C)(=O)N1CCN(CC1)C=1C=C(C=C2C=NC(=NC12)N1CCNCC1)S(=O)(=O)NC1(CC1)C 8-(4-isobutyrylpiperazin-1-yl)-N-(1-methylcyclopropyl)-2-(piperazin-1-yl)quinazoline-6-sulfonamide ETHYL-ISOBUTYRATE